4-((1R,3S)-3-hydroxycyclohexylamino)-2-((R)-5,6,7,8-tetrahydroisoquinolin-6-ylamino)pyrimidine-5-carboxamide O[C@@H]1C[C@@H](CCC1)NC1=NC(=NC=C1C(=O)N)N[C@H]1CC=2C=CN=CC2CC1